C[C@@H](CCS(=O)(=O)[O-])CC1=CC=2N(C=C1C)C=NN2 [(2R)-2-methyl-3-(6-methyl-[1,2,4]triazolo[4,3-a]pyridin-7-yl)propyl]methanesulfonate